tert-Butyl 4-(4-(2-(2-(acetylthio)acetamido)ethyl)phenyl)piperazine-1-carboxylate C(C)(=O)SCC(=O)NCCC1=CC=C(C=C1)N1CCN(CC1)C(=O)OC(C)(C)C